C(#N)/C(/C(=O)O)=C\C1=CC(=C(C=C1)O)O (E)-α-cyano-3,4-dihydroxycinnamic acid